C1(=CC=CC=C1)P(C1=CC=CC=C1)C1=CC=CC=C1.C1(=CC=CC=C1)P(C1=CC=CC=C1)C1=CC=CC=C1.C1(=CC=CC=C1)P(C1=CC=CC=C1)C1=CC=CC=C1.C1(=CC=CC=C1)P(C1=CC=CC=C1)C1=CC=CC=C1.[Pd] palladium (0) tetrakis(triphenyl-phosphine)